FC(C(=O)O)(F)F.ClC1=CC=C(C=C1)NC1C2=C(C=3N(CC1)N=NC3C)C=CC(=C2)C=2CCN(CC2)CC N-(4-chlorophenyl)-9-(1-ethyl-1,2,3,6-tetrahydropyridin-4-yl)-1-methyl-6,7-dihydro-5H-benzo[c][1,2,3]triazolo[1,5-a]azepin-7-amine 2,2,2-trifluoroacetate